5-BROMO-6-OXO-1,6-DIHYDRO-3-PYRIDINECARBALDEHYDE BrC1=CC(=CNC1=O)C=O